Cl.CC1=NN(C(=C1)C)C(=N)N 3,5-dimethylpyrazole-1-formamidine hydrochloride